1,3-bis(tert-amyl)-2-chloro-2-methylcyclodisilazane C(C)(C)(CC)N1[Si](N([SiH2]1)C(C)(C)CC)(C)Cl